2-(4-(6-((4-(cyclopropanecarbonyl)-2-fluorobenzyl)oxy)pyridin-2-yl)-2-fluorobenzyl)-1-((1-Fluorocyclobutyl)methyl)-1H-benzo[d]imidazole-6-carboxylic acid C1(CC1)C(=O)C1=CC(=C(COC2=CC=CC(=N2)C2=CC(=C(CC3=NC4=C(N3CC3(CCC3)F)C=C(C=C4)C(=O)O)C=C2)F)C=C1)F